6-(m-chlorophenyl)-4-(1-{[6-(methoxymethyl)-2-pyridinyl]methyl}-1H-1,2,3-triazol-4-yl)-2-pyrimidinylamine ClC=1C=C(C=CC1)C1=CC(=NC(=N1)N)C=1N=NN(C1)CC1=NC(=CC=C1)COC